N[C@H](CO)C1=CC=C(C=C1)[C@H](C(=O)OCC)C |&1:10| (±)-Ethyl 2-[4-[(1S)-1-amino-2-hydroxy-ethyl]phenyl]propanoate